[K].O(C)C1=CC=C(C=C)C=C1 p-methoxyl-styrol potassium salt